ClC=1C=CC=C2C(=CNC12)C[C@@H](C(=O)N[C@H](C(=O)OC(C)C)CCC(C=[N+]=[N-])=O)O isopropyl (S)-2-((S)-3-(7-chloro-1H-indol-3-yl)-2-hydroxypropanamido)-6-diazo-5-oxohexanoate